(2-fluorocyclohexyl) methyl (2,2,2-trifluoroethyl)phosphonate FC(CP(OC1C(CCCC1)F)(OC)=O)(F)F